ClC=1C(=CC=2N(C1)C(=NN2)[C@@H]2C[C@@H](CCC2)NC2=NC=C(C(=N2)OC2COC2)C(F)(F)F)C#N 6-chloro-3-[(1S,3R)-3-[[4-(oxetan-3-yloxy)-5-(trifluoromethyl)pyrimidin-2-yl]amino]cyclohexyl]-[1,2,4]triazolo[4,3-a]pyridine-7-carbonitrile